C(C)(C)(C)OC(=O)N=C(NC1=CC=C(C=N1)N1CCCCC1)NC(=O)OC(C)(C)C 1-(6-(2,3-Bis(tert-butoxycarbonyl)guanidino)pyridin-3-yl)piperidine